BrC(C1=C(C=C(C=C)C=C1)[N+](=O)[O-])Br 4-dibromomethyl-3-nitro-styrene